C(C=CC=CC=CC=CC=CC=CCCCCCCCCC)(=O)O Docosa-hexaenoic acid